(R)-(3-(3-cyclopropyl-1,2,4-thiadiazol-5-yl)-8-methyl-5,6-dihydro-[1,2,4]triazolo[4,3-a]pyrazin-7(8H)-yl)(3,5-dichloro-4-fluorophenyl)methanone C1(CC1)C1=NSC(=N1)C1=NN=C2N1CCN([C@@H]2C)C(=O)C2=CC(=C(C(=C2)Cl)F)Cl